[3-(phenylamino)propyl]trimethoxysilane C1(=CC=CC=C1)NCCC[Si](OC)(OC)OC